N1(CCNCC1)C1=CC=C(C=C1)N1N=CC(=C1)C(=O)N 1-(4-(piperazine-1-yl)phenyl)-1H-pyrazole-4-carboxamide